C1(CCC1)C1=CC=C(C=C1)CC(=O)NC1CN(C1)C1=CC(=C(C(=C1)F)C1C(NC(CC1)=O)=O)F 2-(4-cyclobutylphenyl)-N-(1-(4-(2,6-dioxopiperidin-3-yl)-3,5-difluorophenyl)azetidin-3-yl)acetamide